CC(C(=O)OCCC)CC propyl methylbutyrate